4-CHLORO-1-ETHYL-PYRROL-3-YLBORONIC ACID ClC=1C(=CN(C1)CC)B(O)O